FC(C(C(C=1OC=CC1)(F)F)(F)F)(C(F)(F)F)F 2-(nonafluorobutyl)furan